2-({4-[(2-imino-4-methyl-2,3-dihydro-1,3-oxazol-3-yl)methyl]-1H-1,3-benzodiazol-2-yl}amino)-2-[3-(trifluoromethyl)phenyl]propyl 2,2-dimethylpropanoate CC(C(=O)OCC(C)(C1=CC(=CC=C1)C(F)(F)F)NC1=NC2=C(N1)C=CC=C2CN2C(OC=C2C)=N)(C)C